CC=1C=2N(CCC1)C(=NC2NC)C2=NC(=NS2)C 8-Methyl-3-(3-methyl-1,2,4-thiadiazol-5-yl)-1-(methylamino)-5,6-dihydroimidazo[1,5-a]pyridine